C(C)(C)C1=CC=CC2=CC=CC=C12 4-isopropylnaphthalene